2-benzyl-5-(4-methoxyphenyl)-4-methylsulfanyl-1,2-dihydro-3H-benzo[c]azepin-3-one C(C1=CC=CC=C1)N1CC2=C(C(=C(C1=O)SC)C1=CC=C(C=C1)OC)C=CC=C2